4,7-Diphenyl-2,9-dimethyl-1,10-phenanthrolin C1(=CC=CC=C1)C1=CC(=NC2=C3N=C(C=C(C3=CC=C12)C1=CC=CC=C1)C)C